Copper(I) Oxide [Cu-]=O